ClC=1C=C2CCN(CC2=CC1)S(=O)(=O)NC[C@H](CNS(=O)(=O)C1=CC=C(C=C1)N(C)C)C (S)-6-chloro-N-(3-((4-(dimethylamino)phenyl)sulphonylamino)-2-methylpropyl)-3,4-dihydroisoquinoline-2(1H)-sulfonamide